ClC1=C(C=CC(=C1)F)C1(CC1)C1=NOC(=N1)C1=NN(C(=C1)C(F)(F)F)C 3-(1-(2-chloro-4-fluorophenyl)cyclopropyl)-5-(1-methyl-5-(trifluoromethyl)-1H-pyrazol-3-yl)-1,2,4-oxadiazole